N-(4-chloro-2-fluorophenyl)-2-((4-(2,7,8-trimethyl-4-oxoquinazolin-3(4H)-yl)phenyl)thio)acetamide ClC1=CC(=C(C=C1)NC(CSC1=CC=C(C=C1)N1C(=NC2=C(C(=CC=C2C1=O)C)C)C)=O)F